P([O-])([O-])=[Se] phosphonoselenoate